FC(C1=NN(C(=C1)C(F)F)CC(=O)N1CCC(CC1)C=1SC=C(N1)C1=NOC(C1)C1=C(C=CC=C1OCC#C)F)F 2-[3,5-Bis(difluoromethyl)-1H-pyrazol-1-yl]-1-[4-(4-{5-[2-fluoro-6-(prop-2-yn-1-yloxy)phenyl]l-4,5-dihydro-1,2-oxazol-3-yl}-1,3-thiazol-2-yl)piperidin-1-yl]ethanon